4-(chloromethyl)pyrimidine ClCC1=NC=NC=C1